(2R,3R,4R,5R)-2-((bis(4-methoxyphenyl) (phenyl)methoxy)methyl)-5-(6-(N-ethylbenzamido)-9H-purin-9-yl)-4-methoxytetrahydrofuran-3-yl(2-cyanoethyl)diisopropylphosphoramidite COC1=CC=C(C=C1)C(OC[C@H]1O[C@H]([C@@H]([C@@H]1OP([O-])N(C(C)(C)CCC#N)C(C)C)OC)N1C2=NC=NC(=C2N=C1)N(C(C1=CC=CC=C1)=O)CC)(C1=CC=CC=C1)C1=CC=C(C=C1)OC